phenyltetrazol-5-one C1(=CC=CC=C1)N1NN=NC1=O